FC(C=1C(=C(C=CC1)[C@@H](C)NC(=O)C=1C=C(C=C2C=CNC12)C=1CCS(CC1)(=O)=O)F)F N-[(1R)-1-[3-(difluoromethyl)-2-fluoro-phenyl]ethyl]-5-(1,1-dioxo-3,6-dihydro-2H-thiopyran-4-yl)-1H-indole-7-carboxamide